C(C)(C)(C)OC(=O)N1C[C@@H](N(CC1)C1=NC=CC2=C1C(=CN2S(=O)(=O)C2=CC=C(C)C=C2)Br)C.ClC2=C(C=CC=C2)CC(=O)NC2=CC(=C(C=C2)OC2=CC(=C(C=C2)F)C#N)S(N)(=O)=O 2-(2-chlorophenyl)-N-[4-(3-cyano-4-fluorophenoxy)-3-sulfamoylphenyl]acetamide tert-butyl-(S)-4-(3-bromo-1-tosyl-1H-pyrrolo[3,2-c]pyridin-4-yl)-3-methylpiperazine-1-carboxylate